C(C)OC(CCCCCCC(=O)[SiH3])(OCC)OCC Triethoxycaprylyl-silane